Benzyl 8-bromo-3-(trifluoromethyl)-7,8-dihydro-1,6-naphthyridine-6(5H)-carboxylate BrC1CN(CC=2C=C(C=NC12)C(F)(F)F)C(=O)OCC1=CC=CC=C1